COC(C1CCN(CC1)C1=CC=C(C=C1)N1C(N(C(CC1)=O)CC1=CC=C(C=C1)OC)=O)OC 1-[4-[4-(dimethoxymethyl)-1-piperidinyl]phenyl]-3-[(4-methoxy-phenyl)methyl]hexahydropyrimidine-2,4-dione